4,6-dichloro-[1,2,4]triazolo[4,3-a]quinoxaline ClC=1C=2N(C3=CC=CC(=C3N1)Cl)C=NN2